(3R)-7-[2-(1-acetyl-3-piperidyl)tetrazol-5-yl]-3-amino-5-[(4-chlorophenyl)methyl]-8-fluoro-1,1-dioxo-2,3-dihydro-1lambda6,5-benzothiazepin-4-one C(C)(=O)N1CC(CCC1)N1N=C(N=N1)C=1C(=CC2=C(N(C([C@H](CS2(=O)=O)N)=O)CC2=CC=C(C=C2)Cl)C1)F